C1(CC1)CC1=NOC(=N1)C1=NC=C(C=C1N)S(=O)(=O)C1=CC=C(C=C1)OC(F)(F)F 2-[3-(cyclopropylmethyl)-1,2,4-oxadiazol-5-yl]-5-[4-(trifluoromethoxy)benzene-1-sulfonyl]pyridin-3-amine